ClC1=C2C=CNC2=CC(=C1)NC(NC(CCC)C1=CC=NC=C1)=O 3-(4-chloro-1H-indol-6-yl)-1-[1-(pyridin-4-yl)butyl]urea